tert-butyl 3-(2-bromothiazol-4-yl)piperazine-1-carboxylate BrC=1SC=C(N1)C1CN(CCN1)C(=O)OC(C)(C)C